3-(2-pyridyldithio)propanoic acid N1=C(C=CC=C1)SSCCC(=O)O